C(CCCC=C)OCCCCCCCCCCC[SiH3] (hex-5-en-1-yloxy)undecyl-silane